C(=O)O.OC[C@H]1CN(CCN1)C1=C2C(=NC=C1)N(CC2)C(=O)NC2=CC1=CN(N=C1C=C2)C (R)-4-(3-(hydroxymethyl)piperazin-1-yl)-N-(2-methyl-2H-indazol-5-yl)-2,3-dihydro-1H-pyrrolo[2,3-b]pyridine-1-carboxamide formate